O1C(OCC1)CCC1=CC(=C(C(=C1C1=C(C(=CC=C1)Cl)Cl)F)N)C(=O)OC methyl 6-(2-(1,3-dioxolan-2-yl)ethyl)-3-amino-2',3'-dichloro-2-fluoro-[1,1'-biphenyl]-4-carboxylate